C(C)C=1C(NC=2C=C(C=NC2C1)CN1CCN(CC1)C=1C=CC(=NC1)C(=O)N[C@H](CO)C)=O (S)-5-(4-((7-ethyl-6-oxo-5,6-dihydro-1,5-naphthyridin-3-yl)methyl)piperazin-1-yl)-N-(1-hydroxypropan-2-yl)picolinamide